NC=1C=C(C=CC1)S(=O)(=O)NC1=CC(=CC(=N1)OC=1C=C(C(=O)OC2=C(C(=C(C(=C2F)F)F)F)F)C=CC1)C1=C(C=CC=C1C)C (2,3,4,5,6-pentafluorophenyl) 3-[[6-[(3-aminophenyl)sulfonylamino]-4-(2,6-dimethylphenyl)-2-pyridyl]oxy]benzoate